2-(3-(6-(((3S,4S)-4-fluoropyrrolidin-3-yl)amino)pyrazin-2-yl)imidazo[1,2-a]pyridin-6-yl)propan-2-ol F[C@@H]1[C@H](CNC1)NC1=CN=CC(=N1)C1=CN=C2N1C=C(C=C2)C(C)(C)O